ClC=1C=CC(=C(C1)C1=NN(C=C1NC(=O)C=1C=NN2C1N=CC=C2)CC(=O)N2CCC(CC2)N2CCN(CC2)C)OC(F)F N-[3-[5-chloro-2-(difluoromethoxy)phenyl]-1-[2-[4-(4-methylpiperazin-1-yl)piperidin-1-yl]-2-oxoethyl]-1H-pyrazol-4-yl]pyrazolo[1,5-a]pyrimidine-3-carboxamide